(2S)-2-bromo-3-methylbutyric acid Br[C@H](C(=O)O)C(C)C